C1(CCC1)OC1=CN=CC(=N1)C1=CC=C(C=C1)NC(C(C)(C)C=1N=C(SC1)NS(=O)(=O)C1CC1)=O N-(4-(6-cyclobutoxypyrazin-2-yl)phenyl)-2-(2-(cyclopropanesulfonamido)thiazol-4-yl)-2-methylpropanamide